ClC1=C(C(=C(C=C1OC)OC)Cl)C=1N(C(C=2C=C(N=CC2C1)N[C@H]1[C@H](COC1)NC(C=C)=O)=O)C N-((3R,4S)-4-((7-(2,6-dichloro-3,5-dimethoxyphenyl)-6-methyl-5-oxo-5,6-dihydro-2,6-naphthyridin-3-yl)amino)tetra-hydrofuran-3-yl)acrylamide